2-(2-aminopyrimidin-5-yl)-N-cyclobutyl-N-ethyl-6,6-dimethyl-8,9-dihydro-6H-[1,4]oxazino[4,3-e]purin-4-amine NC1=NC=C(C=N1)C=1N=C(C=2N=C3N(C2N1)CCOC3(C)C)N(CC)C3CCC3